perfluorobutyl-sulfuryl fluoride FC(C(C(C(F)(F)F)(F)F)(F)F)(S(=O)(=O)F)F